S-3,3,3-trifluoropropylisothiourea FC(CCSC(N)=N)(F)F